[SiH]1(CCCCCCCCC1)C=O SILECANAL